N1N=C(C=2C=NC=CC21)C2=CC=C(CNC(C1=C(C=CC=C1)OC)=O)C=C2 N-(4-(1H-pyrazolo[4,3-c]pyridin-3-yl)benzyl)-2-methoxybenzamide